(1S)-1-(3,4-dihydroxy-5-oxo-2,5-dihydrofuran-2-yl)ethane-1,2-diyl bis(3,7,11-trimethyldodecanoate) CC(CC(=O)O[C@@H](COC(CC(CCCC(CCCC(C)C)C)C)=O)C1OC(C(=C1O)O)=O)CCCC(CCCC(C)C)C